C(#N)C=1C=C(C=NC1N1N=CC=N1)NC(=O)C=1C=NN(C1C(F)(F)F)C1=C2CCN(CC2=CC=C1)C(=O)OC(C)(C)C tert-butyl 5-(4-((5-cyano-6-(2H-1,2,3-triazol-2-yl) pyridin-3-yl) carbamoyl)-5-(trifluoromethyl)-1H-pyrazol-1-yl)-3,4-dihydroisoquinoline-2(1H)-carboxylate